BrC1=CC=C(C=C1)C1=NOC(=N1)C(C)(C)S(=O)(=O)N 2-[3-(4-bromophenyl)-1,2,4-oxadiazol-5-yl]propane-2-sulphonamide